[Pt].C[Si](C)(C)C[Pt] trimethylsilylmethylplatinum Platinum